tert-butyl N-{6-bromo-5-[(2S)-2-[(tert-butoxycarbonyl)amino]-1-methoxypropyl]thieno[3,2-c][1,2]thiazol-3-yl}-N-(thiophen-2-ylmethyl)carbamate BrC1=C(SC=2C1=NSC2N(C(OC(C)(C)C)=O)CC=2SC=CC2)C([C@H](C)NC(=O)OC(C)(C)C)OC